ClC1=CC=C(C=C1)C=1N=CN(C1C1=CC=NC=C1)CC(=O)N1CCN(C2(CC2)C1)C(=O)OC(C)(C)C tert-butyl 7-{2-[4-(4-chlorophenyl)-5-(pyridin-4-yl)-1H-imidazol-1-yl] acetyl}-4,7-diazaspiro[2.5]octane-4-carboxylate